C12(CC3CC(CC(C1)C3)C2)CNC(=O)C=2N=NC(=CC2)N2CCN(CC2)C(C2=CC(=CC(=C2)C(F)(F)F)C=2C=NC=C(C2)O)=O N-(1-Adamantylmethyl)-6-[4-[3-(5-hydroxypyridin-3-yl)-5-(trifluoromethyl)benzoyl]piperazin-1-yl]pyridazine-3-carboxamide